C(CCCCCCC)OCC(C)N octyloxylpropan-2-amine